ClC(C(=O)[O-])CCl 2,3-dichloropropionate